5-((1-(Cyclopropylmethyl)azetidin-2-yl)methoxy)-2-methyl-N-(1-(naphthalen-1-yl)cyclopropyl)benzamide C1(CC1)CN1C(CC1)COC=1C=CC(=C(C(=O)NC2(CC2)C2=CC=CC3=CC=CC=C23)C1)C